(8-ethyl-7-fluoro-3-(methoxymethoxy)naphthalen-1-yl)methanol C(C)C=1C(=CC=C2C=C(C=C(C12)CO)OCOC)F